CC=1OC2=C(C1C(=O)NC1CC3(COC3)C1)C=C(C=C2)OCC=2C(=NC=CC2)C(F)(F)F 2-methyl-N-(2-oxaspiro[3.3]heptan-6-yl)-5-((2-(trifluoromethyl)pyridin-3-yl)methoxy)-benzofuran-3-carboxamide